FC1(CC=CC=C1)C1=CC(=NN1)NC1=C(C=C(C=C1)O)C 4-((5-(1-fluorophenyl)-1H-pyrazol-3-yl)amino)-3-methylphenol